4-amino-4'-chloro-5-((4-sulfamoylphenethyl)amino)-[1,1'-biphenyl]-3-carboxamide NC1=C(C=C(C=C1NCCC1=CC=C(C=C1)S(N)(=O)=O)C1=CC=C(C=C1)Cl)C(=O)N